COC(C(=O)NNC(C1=CC(=C(C=C1)F)O)=O)=O.C(C(C)(C)C)C1=CNC=C1CC(C)(C)C 3,4-di-neopentyl-pyrrole methyl-2-(2-(4-fluoro-3-hydroxybenzoyl)hydrazino)-2-oxoacetate